NN.FC(C(=O)O)(F)F trifluoroacetic acid monohydrazine salt